sodium thioctate C1CSSC1CCCCC(=O)[O-].[Na+]